(3S,4R)-1-[4-({5-ethoxy-8-[3-(methanesulfonylmeth-yl)azetidin-1-yl]isoquinolin-3-yl}amino)pyrimidin-2-yl]-3-fluoro-3-methylpiperidin-4-ol C(C)OC1=C2C=C(N=CC2=C(C=C1)N1CC(C1)CS(=O)(=O)C)NC1=NC(=NC=C1)N1C[C@]([C@@H](CC1)O)(C)F